triiodoThyronine N[C@@H](CC1=CC(I)=C(C(I)=C1)OC1=CC(I)=C(C=C1)O)C(=O)O